2-((12-(bicyclo[2.2.1]heptan-2-yldimethylsilyl)dodec-11-yn-1-yl)thio)ethyl ((((R)-1-(6-amino-9H-purin-9-yl)propan-2-yl)oxy)methyl)phosphonate NC1=C2N=CN(C2=NC=N1)C[C@@H](C)OCP(OCCSCCCCCCCCCCC#C[Si](C)(C)C1C2CCC(C1)C2)([O-])=O